ClC1=C2C(N(C(NC2=C(C=C1)S(=O)(=O)C1=CC=C2C=CN(C2=C1)[C@H]1[C@@H](C1)N(C)C)=O)O)=O 5-chloro-8-((1-((1R,2R)-2-(dimethylamino)cyclopropyl)-1H-indol-6-yl)sulfonyl)-3-hydroxyquinazoline-2,4(1H,3H)-dione